C(C)OC(CCC(=O)C1=NC2=CC(=CC=C2C(=C1O)C#N)C1=CC=CC=C1)=O 4-(4-Cyano-3-hydroxy-7-phenyl-quinolin-2-yl)-4-oxo-butyric acid ethyl ester